NC([C@H](C[C@H]1C(NC(C1)(C)C)=O)NC(=O)C1N(CC2(C1)CCCCC2)C(=O)C=2NC1=CC(=CC(=C1C2)OC)Cl)=O N-[(1S)-2-amino-1-[[(3R)-5,5-dimethyl-2-oxo-pyrrolidin-3-yl]methyl]-2-oxo-ethyl]-2-(6-chloro-4-methoxy-1H-indole-2-carbonyl)-2-azaspiro[4.5]decane-3-carboxamide